Diethyl (((4S,7S)-15-benzyl-9-(dimethylcarbamoyl)-4-isobutyl-2,5-dioxo-1-oxa-3,6-diazacyclopentadecan-7-yl)(hydroxy)methyl)phosphonate C(C1=CC=CC=C1)C1CCCCCC(C[C@H](NC([C@@H](NC(O1)=O)CC(C)C)=O)C(O)P(OCC)(OCC)=O)C(N(C)C)=O